(1S,2S)-N-(6-(5-chloro-6-fluoro-7-(furan-3-yl)-1H-indazol-4-yl)imidazo[1,2-a]pyrazin-2-yl)-2-fluorocyclopropane-1-carboxamide ClC=1C(=C2C=NNC2=C(C1F)C1=COC=C1)C=1N=CC=2N(C1)C=C(N2)NC(=O)[C@H]2[C@H](C2)F